3-(9-phenyl-3-(4,4,5,5-tetramethyl-1,3,2-dioxaborolan-2-yl)-9H-fluoren-9-yl)pyridine C1(=CC=CC=C1)C1(C2=CC=CC=C2C=2C=C(C=CC12)B1OC(C(O1)(C)C)(C)C)C=1C=NC=CC1